tert-butyl 5-[2-(2-carbamoylallyl)-1-oxo-6-(2,2,2-trifluoroethylamino) isoindolin-4-yl]-3-methyl-indazole-1-carboxylate C(N)(=O)C(CN1C(C2=CC(=CC(=C2C1)C=1C=C2C(=NN(C2=CC1)C(=O)OC(C)(C)C)C)NCC(F)(F)F)=O)=C